2-chloro-6-(trifluoromethyl)nicotinate ClC1=C(C(=O)[O-])C=CC(=N1)C(F)(F)F